C(C=C)(=O)N1C[C@@H](N(CC1)C=1C2=C(N(C(N1)=O)C1=C(C=CC=C1C)C(C)C)N=C(C(=C2)F)C2=C(C=C(C=C2)NC(=O)NCCOCCOC)F)C (S)-1-(4-(4-(4-acryloyl-2-methylpiperazin-1-yl)-6-Fluoro-1-(2-isopropyl-6-methylphenyl)-2-oxo-1,2-dihydropyrido[2,3-d]pyrimidin-7-yl)-3-fluoroPhenyl)-3-(2-(2-methoxyethoxy)ethyl)urea